5-chloro-2-(4,4-difluoroazepan-1-yl)-4-methyl-6-(1-methyl-1H-pyrazol-4-yl)nicotinamide ClC=1C(=NC(=C(C(=O)N)C1C)N1CCC(CCC1)(F)F)C=1C=NN(C1)C